4-[(Z)-N-(6-aminohexyl)-C-hydroxycarbonimidoyl]benzoic acid NCCCCCC\N=C(/O)\C1=CC=C(C(=O)O)C=C1